3-(2,4-dimethyl-6-oxo-1,6-dihydropyridin-3-yl)-1-(4-fluoro-2-isopropylphenyl)-7-(trifluoromethyl)-2,3-dihydroquinazolin-4(1H)-one CC=1NC(C=C(C1N1CN(C2=CC(=CC=C2C1=O)C(F)(F)F)C1=C(C=C(C=C1)F)C(C)C)C)=O